COC=1C(=C2C=CNC2=C(C1)C)CN1C(CCCC1)C1=CC(=C(C(=O)O)C=C1)NC 4-(1-((5-methoxy-7-methyl-1H-indol-4-yl)methyl)piperidin-2-yl)-2-(methylamino)benzoic acid